methyl 5-fluoro-4-[4-(4-methoxycarbonyl-3-nitro-phenoxy)butoxy]-2-nitro-benzoate FC=1C(=CC(=C(C(=O)OC)C1)[N+](=O)[O-])OCCCCOC1=CC(=C(C=C1)C(=O)OC)[N+](=O)[O-]